C1(=NC(=NC(=N1)N(Br)Br)NBr)N tribromomelamine